C(CCC)OC1=NN2C(C(=N1)N)=NC=C2CC2=CC(=CC=C2)OCCCN(C)C 2-butoxy-7-(3-(3-(dimethylamino)propoxy)benzyl)imidazo[2,1-f][1,2,4]triazin-4-amine